NC(=O)C1=C(SC(=C1)CC1=CC=CC=C1)NC(=O)C=1OC(=CC1)C N-[3-(aminocarbonyl)-5-benzyl-2-thienyl]-5-methyl-2-furamide